FC(C=1C(=C(C=CC1)[C@H](C)C1=C2C(=NC(=NC2=CC(=C1OCCOC)OC)C)N)F)(C1CN(CCO1)C)F ((1R)-1-(3-(difluoro(4-methylmorpholin-2-yl)methyl)-2-fluorophenyl)ethyl)-7-methoxy-6-(2-methoxyethoxy)-2-methylquinazolin-4-amine